5-((thioureidoimino)methyl)-2-hydroxybenzene N(C(=S)N)N=CC=1C=CC(=CC1)O